N-(5-(4-(N,S-dimethylsulfonimidoyl)piperidin-1-yl)-7-(N-(1-methylcyclopropyl)sulfamoyl)quinolin-2-yl)bicyclo[1.1.0]butane-1-carboxamide CN=S(=O)(C)C1CCN(CC1)C1=C2C=CC(=NC2=CC(=C1)S(NC1(CC1)C)(=O)=O)NC(=O)C12CC2C1